C(CCC)C1=NC2(C(N1)=O)CCN(CC2)C(=O)OCC2=CC=CC=C2 benzyl 2-butyl-4-oxo-1,3,8-triazaspiro[4.5]dec-1-ene-8-carboxylate